C(C)(=O)OOC(C)=O Acetoxy Acetate